(3-fluoro-2-(3-(4-(4-methylpiperazin-1-yl)phenyl)-1H-pyrazolo[3,4-c]pyridin-5-yl)phenyl)acetonitrile FC=1C(=C(C=CC1)CC#N)C=1C=C2C(=CN1)NN=C2C2=CC=C(C=C2)N2CCN(CC2)C